CON1C(=NC=C1)OC 1,2-dimethoxyimidazole